1,6-dihydroxy-2,2,3,3,4,4,5,5-Octafluorohexane OCC(C(C(C(CO)(F)F)(F)F)(F)F)(F)F